C12(CC(C1)C2)C(=O)N2[C@H]([C@H](C(C2)(F)F)NS(=O)(=O)C)CC=2C(=C(C=CC2)C2=C(C=CC(=C2)F)F)F N-{(2S,3R)-1-(bicyclo[1.1.1]pentane-1-carbonyl)-4,4-difluoro-2-[(2,2',5'-trifluoro-[1,1'-biphenyl]-3-yl)methyl]pyrrolidin-3-yl}methanesulfonamide